tert-butyl 4-[2-[1-(4-nitrophenyl)-4-piperidyl]ethyl]-3-oxo-piperazine-1-carboxylate [N+](=O)([O-])C1=CC=C(C=C1)N1CCC(CC1)CCN1C(CN(CC1)C(=O)OC(C)(C)C)=O